4-methoxy-N-ethyltryptamine COC=1C=CC=C2NC=C(CCNCC)C12